2-(4,4-dimethylcyclohexen-1-yl)-6-[1-ethyl-2,2,6,6-tetrakis(trideuteriomethyl)-4-piperidyl]pyridin-3-amine CC1(CC=C(CC1)C1=NC(=CC=C1N)C1CC(N(C(C1)(C([2H])([2H])[2H])C([2H])([2H])[2H])CC)(C([2H])([2H])[2H])C([2H])([2H])[2H])C